(2S)-4,4-Difluoro-2-(4-fluorophenyl)-N-{4-[5-methyl-3-(pyridin-2-yl)-1H-pyrrolo[3,2-b]pyridin-2-yl]pyridin-2-yl}butanamid FC(C[C@H](C(=O)NC1=NC=CC(=C1)C1=C(C2=NC(=CC=C2N1)C)C1=NC=CC=C1)C1=CC=C(C=C1)F)F